N-((5-amino-3-iodo-6-methyl-1H-pyrrolo[3,2-b]pyridin-2-yl)methyl)benzamide NC1=C(C=C2C(=N1)C(=C(N2)CNC(C2=CC=CC=C2)=O)I)C